C1(CC1)NC(C1=C(C(=C(C(=C1)CC1=C(C(=CC=C1)NS(NC1(CCC1)C)(=O)=O)F)F)F)NC1=C(C=C(C=C1)I)F)=O N-Cyclopropyl-3,4-difluoro-2-(2-fluoro-4-iodoanilino)-5-[[2-fluoro-3-[(1-methylcyclobutyl)sulfamoylamino]phenyl]methyl]Benzamide